6-(2,6-difluorophenyl)-4-((5-(1-ethoxy-2-methyl-1-oxopropan-2-yl)pyridin-2-yl)amino)pyridazine-3-carboxylic acid FC1=C(C(=CC=C1)F)C1=CC(=C(N=N1)C(=O)O)NC1=NC=C(C=C1)C(C(=O)OCC)(C)C